tert-octylphenoxyethyl chloride C(C)(C)(CC(C)(C)C)C(CCl)OC1=CC=CC=C1